C(C)OC1=NC=CC(=C1)C1=CC=C(CN2C=CC3=C(C=CC(=C23)C(=O)NC2CC3(CCC3)C2)F)C=C1 (Ra)-6-(1-(4-(2-Ethoxypyridin-4-yl)benzyl)-4-fluoro-1H-indol-7-carboxamido)spiro[3.3]-heptan